(1S,3S)-3-((6-(5-(((tert-butyl-(methyl)carbamoyl)oxy)methyl)-1-methyl-1H-1,2,3-triazol-4-yl)-2-methylpyridin-3-yl)oxy)cyclohexane-1-carboxylic acid C(C)(C)(C)N(C(=O)OCC1=C(N=NN1C)C1=CC=C(C(=N1)C)O[C@@H]1C[C@H](CCC1)C(=O)O)C